N1-(4-((6-(4-isopropylpiperidin-1-yl)-2-methylpyridin-3-yl)amino)benzyl)glutaramide C(C)(C)C1CCN(CC1)C1=CC=C(C(=N1)C)NC1=CC=C(CNC(CCCC(=O)N)=O)C=C1